5-nitro-7-hydroxy-2,3-dihydrobenzofuran [N+](=O)([O-])C=1C=C(C2=C(CCO2)C1)O